2-(phenylthiocarbonylthio)propionic acid C1(=CC=CC=C1)C(=S)SC(C(=O)O)C